2-fluoro-4-[[3-[1-(2-fluoroethyl)-3-(trifluoromethyl)pyrazol-4-yl]imidazo[1,2-a]pyrazin-8-yl]amino]-6-methyl-N-[3-(prop-2-ynylamino)propyl]benzamide FC1=C(C(=O)NCCCNCC#C)C(=CC(=C1)NC=1C=2N(C=CN1)C(=CN2)C=2C(=NN(C2)CCF)C(F)(F)F)C